BrC1=CC(=[N+](C=C1)[O-])N1CCC2(CCCC(N2C2=CC(=C(C=C2)Cl)F)=O)CC1 4-bromo-2-(1-(4-chloro-3-fluorophenyl)-2-oxo-1,9-diazaspiro[5.5]undecan-9-yl)pyridine 1-oxide